CC1=NN2C(CN(C3=C2C=CN=C3N)C)=N1 2,5-dimethyl-4,5-dihydropyrido[3,4-e][1,2,4]triazolo[1,5-a]pyrazin-6-amine